C(C)(C)(C)OC(=O)N1[C@@H](CCC1)[C@H](C)O tert-butyl-(2S)-2-[(1S)-1-hydroxyethyl]pyrrolidine-1-carboxylate